2-chloro-4-((1R,5S,6R)-6-(5-((7-methyl-6-oxo-6,7-dihydro-1H-purin-1-yl)methyl)-1,2,4-oxadiazol-3-yl)-3-azabicyclo[3.1.0]hexan-3-yl)benzonitrile ClC1=C(C#N)C=CC(=C1)N1C[C@H]2C([C@H]2C1)C1=NOC(=N1)CN1C=NC=2N=CN(C2C1=O)C